N1N=CC2=CC(=CC=C12)N1CCN(CC1)CC1=CC=C2C(N(C(NC2=C1)=O)CC)=O 7-((4-(1H-indazol-5-yl)piperazin-1-yl)methyl)-3-ethylquinazolin-2,4(1H,3H)-dione